(S)-N-(2,3-dichloro-benzyl)-1-(5-methyl-2-((tetrahydro-furan-3-yl)amino)-pyrimidin-4-yl)-1H-imidazole-4-carboxamide ClC1=C(CNC(=O)C=2N=CN(C2)C2=NC(=NC=C2C)N[C@@H]2COCC2)C=CC=C1Cl